C(C)OC(=O)C1=CC=2C(=NC(=CC2)CN2C[C@@H]3CNC[C@@H]3C2)S1 6-(((3aR,6aS)-hexahydropyrrolo[3,4-c]pyrrol-2(1H)-yl)methyl)thieno[2,3-b]pyridine-2-carboxylic acid ethyl ester